1-((1S,3R)-3-((4-(1-(2,2-difluoroethyl)-1H-pyrazol-4-yl)-5-(trifluoromethyl)pyrimidin-2-yl)amino)cyclohexyl)-1H-benzo[d]imidazole-7-carbonitrile FC(CN1N=CC(=C1)C1=NC(=NC=C1C(F)(F)F)N[C@H]1C[C@H](CCC1)N1C=NC2=C1C(=CC=C2)C#N)F